(3S,4S)-benzyl 3-((tert-butoxycarbonyl)amino)-4-(3-chlorophenyl)piperidine-1-carboxylate C(C)(C)(C)OC(=O)N[C@@H]1CN(CC[C@H]1C1=CC(=CC=C1)Cl)C(=O)OCC1=CC=CC=C1